1-cyclopropyl-2-[dideutero-[5-(trifluoromethyl)pyrazol-1-yl]methyl]-N-[(1R)-1-(4-ethylsulfonylphenyl)-2-hydroxy-ethyl]indole-5-carboxamide C1(CC1)N1C(=CC2=CC(=CC=C12)C(=O)N[C@@H](CO)C1=CC=C(C=C1)S(=O)(=O)CC)C(N1N=CC=C1C(F)(F)F)([2H])[2H]